CON(C(=O)NC)CC1=CC=C(C=C1)C1=NOC(=N1)C(F)(F)F N-methoxy-N'-methyl-N-({4-[5-(trifluoromethyl)-1,2,4-oxadiazol-3-yl]phenyl}methyl)urea